3,4-dihydro-1H-2,6-naphthyridine-2-carboxylate C1N(CCC2=CN=CC=C12)C(=O)[O-]